acryloxybutyl-methyl-diethoxysilane (9H-fluoren-9-yl)methyl-(S)-(5-(2-amino-5-(3-hydroxyphenyl)pentanamido)pentyl)carbamate C1=CC=CC=2C3=CC=CC=C3C(C12)CN(C(O)=O)CCCCCNC([C@H](CCCC1=CC(=CC=C1)O)N)=O.C(C=C)(=O)OCCCC[Si](OCC)(OCC)C